CN[11C@@H](CCSC)C(=O)O Methyl-[11C]-l-methionine